1-[5-(5-chloro-2-methoxypyridin-4-yl)-1H-pyrazole-3-carbonyl]-N-[3-(trifluoromethyl)-1,2-oxazol-5-yl]piperidine-4-carboxamide ClC=1C(=CC(=NC1)OC)C1=CC(=NN1)C(=O)N1CCC(CC1)C(=O)NC1=CC(=NO1)C(F)(F)F